The molecule is an organic cation that is phenothiazin-5-ium substituted by dimethylamino groups at positions 3 and 7 as well as a nitro group at position 4. The chloride salt is the histological dye 'methylene green'. CN(C)C1=CC2=C(C=C1)N=C3C=CC(=[N+](C)C)C(=C3S2)[N+](=O)[O-]